O=C1NC(CCC1N1C(C2=CC=C(C=C2C1=O)N1C2CN(CC1CC2)CC2CCNCC2)=O)=O 2-(2,6-dioxopiperidin-3-yl)-5-(3-(piperidin-4-ylmethyl)-3,8-diazabicyclo[3.2.1]octan-8-yl)isoindoline-1,3-dione